(S)-N-(4-AMINO-3,4-DIOXO-1-PHENYLBUTAN-2-YL)-4-CHLORO-1-PHENYL-1H-IMIDAZOLE-5-CARBOXAMIDE NC(C([C@H](CC1=CC=CC=C1)NC(=O)C1=C(N=CN1C1=CC=CC=C1)Cl)=O)=O